4-chloro-2-({3-[(2S)-2-(4-cyclopropylphenyl)-2-hydroxyethyl]-1,2,4-oxadiazol-5-yl}methyl)-2,3-dihydropyridazin-3-one ClC=1C(N(N=CC1)CC1=NC(=NO1)C[C@H](O)C1=CC=C(C=C1)C1CC1)=O